carbamic acid (R)-1-([1,1'-biphenyl]-3-yl)-1,1-difluoro-3-methylbutan-2-yl ester C1(=CC(=CC=C1)C([C@@H](C(C)C)OC(N)=O)(F)F)C1=CC=CC=C1